CC1=CC=CC(=N1)C=1N=CN(C1C=1C=C2C=C(C=NC2=CC1)B(O)O)COCC[Si](C)(C)C (6-(4-(6-methylpyridin-2-yl)-1-((2-(trimethylsilyl)ethoxy)methyl)-1H-imidazol-5-yl)quinolin-3-yl)boronic acid